O=C1NC=C(C(N1)=O)C=1C=C(C=2N(N1)C=CN2)[C@@H]2[C@H](C2)C2=C(C#N)C=CC=C2 2-((1S,2S)-2-(6-(2,4-dioxo-1,2,3,4-tetrahydropyrimidin-5-yl)imidazo[1,2-b]pyridazin-8-yl)cyclopropyl)benzonitrile